2,5-dihydroxybenzenesulfonic acid iron [Fe].OC1=C(C=C(C=C1)O)S(=O)(=O)O